(E)-1-(3,4-dimethoxy-5-(methylseleno)phenyl)-3-(3-iodo-4-methoxyphenyl)-2-methylpropan-2-en-1-one COC=1C=C(C=C(C1OC)[Se]C)C(\C(=C\C1=CC(=C(C=C1)OC)I)\C)=O